2-(2-Bromo-5-methoxyphenyl)ethan-1-ol BrC1=C(C=C(C=C1)OC)CCO